4-(((2-(4-(1H-pyrazol-1-yl)-piperidine-1-carbonyl)-4-(piperidine-1-carbonyl)-quinolin-6-yl)oxy)methyl)-2-fluorobenzonitrile N1(N=CC=C1)C1CCN(CC1)C(=O)C1=NC2=CC=C(C=C2C(=C1)C(=O)N1CCCCC1)OCC1=CC(=C(C#N)C=C1)F